ClC=1C=C(C=CC1)NNC(=O)C1=CN(C2=CC(=C(C=C2C1=O)F)N1CCNCC1)CC N'-(3-chlorophenyl)-1-ethyl-6-fluoro-4-oxo-7-(1-piperazinyl)-1,4-dihydroquinoline-3-carbohydrazide